6-(3-pyridin-4-yl-propoxy)-2-(4-trifluoromethyl-pyridin-2-yl)-3H-pyrido[2,3-d]pyrimidin-4-one N1=CC=C(C=C1)CCCOC1=CC2=C(N=C(NC2=O)C2=NC=CC(=C2)C(F)(F)F)N=C1